FC1=CC2=C(CCO2)C=C1S(=O)(=O)N1CCC(CC1)C=1C(=CC=2N(C1)C=CN2)C 6-(1-((6-fluoro-2,3-dihydrobenzofuran-5-yl)sulfonyl)piperidin-4-yl)-7-methylimidazo[1,2-a]pyridine